FC(C=1C=C(N)C=CC1)(F)F M-trifluoromethylaniline